(S)-2-(1-amino-5-carbamoyl-4-(4-(pyridin-2-ylcarbamoyl)phenyl)-1H-imidazol-2-yl)pyrrolidine-1-carboxylic acid tert-butyl ester C(C)(C)(C)OC(=O)N1[C@@H](CCC1)C=1N(C(=C(N1)C1=CC=C(C=C1)C(NC1=NC=CC=C1)=O)C(N)=O)N